5-[(2R,6S)-2-methyl-6-[[4-(6-piperazin-1-yl-2-pyridyl)piperazin-1-yl]methyl]morpholin-4-yl]quinoline-8-carbonitrile C[C@@H]1CN(C[C@@H](O1)CN1CCN(CC1)C1=NC(=CC=C1)N1CCNCC1)C1=C2C=CC=NC2=C(C=C1)C#N